3-{4-[(1E)-2-ethoxyethenyl]pyridin-2-yl}propanoic acid C(C)O/C=C/C1=CC(=NC=C1)CCC(=O)O